NC1=NC(N(C(N1)=O)CCN)=O 6-amino-3-(2-aminoethyl)-1,3,5-triazine-2,4(1H,3H)-dione